N-(3-(2-(dimethylamino)propyl)-1,2,4-thiadiazol-5-yl)-5-(3-(trifluoromethyl)phenyl)thiophene-3-carboxamide CN(C(CC1=NSC(=N1)NC(=O)C1=CSC(=C1)C1=CC(=CC=C1)C(F)(F)F)C)C